4-(4-(1-(4-aminophenyl)azetidin-3-yl)piperazin-1-yl)-2-(2,6-dioxopiperidin-3-yl)isoindoline-1,3-dione NC1=CC=C(C=C1)N1CC(C1)N1CCN(CC1)C1=C2C(N(C(C2=CC=C1)=O)C1C(NC(CC1)=O)=O)=O